6-((4-((2-(dimethylamino)-4-(6-methylpyridin-2-yl)thiazol-5-yl)oxy)pyridin-2-yl)amino)-N-Methylnicotinamide CN(C=1SC(=C(N1)C1=NC(=CC=C1)C)OC1=CC(=NC=C1)NC1=NC=C(C(=O)NC)C=C1)C